2-(2-(4,6-bis(trifluoromethyl)-1,3,5-triazin-2-yl)-6-chloro-2,3,4,9-tetrahydro-1H-pyrido[3,4-b]indol-1-yl)acetaldehyde FC(C1=NC(=NC(=N1)C(F)(F)F)N1C(C=2NC3=CC=C(C=C3C2CC1)Cl)CC=O)(F)F